FC1(CCN(CC1)C(=O)C1=NC=CC(=C1)C1=C2C(=NC=C1)C=C(O2)C2=CC=C(C=C2)S(=O)C)F (4,4-difluoropiperidin-1-yl)(4-(2-(4-(methylsulfinyl)phenyl)furo[3,2-b]pyridin-7-yl)pyridin-2-yl)methanone